5-chloro-2-(trifluoromethoxy)benzoic acid ethyl ester C(C)OC(C1=C(C=CC(=C1)Cl)OC(F)(F)F)=O